6-[[4-(diethoxyphosphorylmethoxy)-2,6-dimethyl-phenyl]methyl]-3,4-dihydro-1H-naphthyridin-2-one C(C)OP(=O)(OCC)COC1=CC(=C(C(=C1)C)CC=1C=C2CCC(NC2=NC1)=O)C